N-((4-((5-((3S,4S)-4-amino-3-methyl-2-oxa-8-azaspiro[4.5]decan-8-yl)pyrazin-2-yl)thio)-3-chloropyridin-2-yl)carbamoyl)-3,5-dimethylisoxazole-4-sulfonamide N[C@@H]1[C@@H](OCC12CCN(CC2)C=2N=CC(=NC2)SC2=C(C(=NC=C2)NC(=O)NS(=O)(=O)C=2C(=NOC2C)C)Cl)C